BrC=1C(=NC(=NC1)NC=1C(=NC(=C(C1)C1CC1)N1CCC(CC1)N1CCN(CC1)C)OCC(F)(F)F)NC=1C(=C2N=CC=NC2=CC1)NS(=O)(=O)C N-(6-((5-bromo-2-((5-cyclopropyl-6-(4-(4-methylpiperazin-1-yl)piperidin-1-yl)-2-(2,2,2-trifluoroethoxy)pyridin-3-yl)amino)pyrimidin-4-yl)amino)quinoxalin-5-yl)methanesulfonamide